(2E)-((AMINOCARBONOTHIOYL)HYDRAZONO)ACETIC ACID NC(=S)N\N=C\C(=O)O